C(#N)C1CC2(C1)C[C@H](N(CC2)CC2=C1C=CNC1=C(C=C2OC)C)C2=NC=C(C(=O)NCC1COC1)C=C2 6-((2R,4r,6S)-2-cyano-7-((5-methoxy-7-methyl-1H-indol-4-yl)methyl)-7-azaspiro[3.5]nonan-6-yl)-N-(oxetan-3-ylmethyl)nicotinamide